C(#N)C(C(=O)NC(OCC)=O)=NNC1=CC(=C(C(=C1)Cl)OC1=NNC(C(=C1)C(C)(C)O)=O)Cl Ethyl (2-cyano-2-(2-(3,5-dichloro-4-((5-(2-hydroxypropan-2-yl)-6-oxo-1,6-dihydropyridazin-3-yl)oxy)phenyl)hydrazineylidene)acetyl)carbamate